BrCC1=CC=C2C(=N1)CN(C2)C(=O)OC(C)(C)C tert-Butyl 2-(bromomethyl)-5,7-dihydro-6H-pyrrolo[3,4-b]pyridine-6-carboxylate